C(C)(=O)C=1C=C(C=C2C(N(C(=NC12)Cl)C1(CC1)C)=O)C 8-acetyl-2-chloro-6-methyl-3-(1-methylcyclopropyl)quinazolin-4(3H)-one